6-(4-chlorophenyl)-2-naphthol ClC1=CC=C(C=C1)C=1C=C2C=CC(=CC2=CC1)O